BrC=1C=2N(C=CC1)C(=C(N2)C)I 8-bromo-3-iodo-2-methylimidazo[1,2-a]pyridine